6-[3-(1-aminoethyl)pyrazin-2-yl]pyridine-3-carbonitrile NC(C)C=1C(=NC=CN1)C1=CC=C(C=N1)C#N